CCCC[N+]1([C@@H]2CC(C[C@H]1[C@H]3[C@@H]2O3)OC(=O)[C@H](CO)C4=CC=CC=C4)C.[Br-] The molecule is an organic bromide salt of butylscopolamine. It is an antispasmodic drug which can relieve painful stomach cramps (including those linked with irritable bowel syndrome), bladder and menstrual cramps. It has a role as a muscarinic antagonist and an antispasmodic drug. It is an organic bromide salt and a quaternary ammonium salt. It contains a butylscopolamine.